2-azido-6-chloropyridine N(=[N+]=[N-])C1=NC(=CC=C1)Cl